(R)-6-((1H-pyrrolo[2,3-b]pyridin-5-yl)methyl)-N-(3-((3-(dimethylamino)pyrrolidin-1-yl)methyl)-5-(trifluoromethyl)phenyl)-4,5,6,7-tetrahydrothieno[2,3-c]pyridine-3-carboxamide N1C=CC=2C1=NC=C(C2)CN2CC1=C(CC2)C(=CS1)C(=O)NC1=CC(=CC(=C1)C(F)(F)F)CN1C[C@@H](CC1)N(C)C